N4-(cyclopropylcarbonyl)-N6-(2-(methylsulfonyl)phenyl)pyrimidine-4,6-diamine C1(CC1)C(=O)NC1=NC=NC(=C1)NC1=C(C=CC=C1)S(=O)(=O)C